C(C)(C)(C)OC(=O)N1CCC(CC1)C(=O)O 1-t-butoxycarbonyl-4-piperidinecarboxylic acid